1-nitrobenzene-4-d [N+](=O)([O-])C1=CC=C(C=C1)[2H]